OC1=C(C(N(C=C1)C)=O)NC(N[C@@H](CC(=O)OCC)C=1C=C(C=C(C1)OC(F)(F)F)C1=CC=CC=C1)=O ethyl (S)-3-(3-(4-hydroxy-1-methyl-2-oxo-1,2-dihydropyridin-3-yl)ureido)-3-(5-(trifluoro methoxy)biphenyl-3-yl)propanoate